C1=C(C(=CC(=C1)C1=C(C=CC=C1)O)C)C 5-xylylphenol